([1,1'-biphenyl]-4-yl)-2-((3,3-difluoropyrrolidin-1-yl)methyl)pyridine C1(=CC=C(C=C1)C=1C(=NC=CC1)CN1CC(CC1)(F)F)C1=CC=CC=C1